OC1=C(C=CC=C1)C1=CC2=C(N=N1)NC(=C2)[C@H]2CN(C[C@@H]2C2=CC=NC=C2)C(C=C)=O 1-((3R,4S)-3-(3-(2-hydroxyphenyl)-7H-pyrrolo[2,3-c]pyridazin-6-yl)-4-(pyridin-4-yl)pyrrolidin-1-yl)prop-2-en-1-one